2-Chloro-N-phenylamide ClC1=C(C=CC=C1)[NH-]